ClCC(C=CC1=CC=C(C=C1)OC)=O 1-chloro-4-(4-methoxyphenyl)-3-butene-2-one